[5-[[4-[[3-(4-methoxyphenyl)imidazo[1,2-a]pyrazin-8-yl]amino]-2-methyl-benzoyl]amino]pentyl]carbamate COC1=CC=C(C=C1)C1=CN=C2N1C=CN=C2NC2=CC(=C(C(=O)NCCCCCNC([O-])=O)C=C2)C